5-((4-(1-(4-chlorophenyl)-1H-pyrrolo[2,3-c]pyridin-3-yl)piperidin-1-yl)methyl)-4-methyl-1H-indole-2-carbonitrile ClC1=CC=C(C=C1)N1C=C(C=2C1=CN=CC2)C2CCN(CC2)CC=2C(=C1C=C(NC1=CC2)C#N)C